methyl ((2,6-dihydroxy-5'-methyl-4-pentyl-2'-(prop-1-en-2-yl)-[1,1'-biphenyl]-3-yl)methyl)carbamate OC1=C(C(=CC(=C1CNC(OC)=O)CCCCC)O)C1=C(C=CC(=C1)C)C(=C)C